(R)-3-((3,4,5-trifluorobenzyl)amino)-7,8,8a,9-tetrahydropyrrolo[1',2':3,4]imidazo[1,2-c]pyrimidin-1(6H)-one FC=1C=C(CNC=2C=C3N(C(N2)=O)C[C@@H]2N3CCC2)C=C(C1F)F